1,5-anhydro-2,3-dideoxy-3-(((7-(3-fluoro-4-((2-furylmethyl)carbamoyl)-benzyl)-4-methoxy-2,3-dihydro-1-benzofuran-5-yl)carbonyl)amino)-L-threo-pentitol FC=1C=C(CC2=CC(=C(C=3CCOC32)OC)C(=O)N[C@H]3CCOC[C@@H]3O)C=CC1C(NCC=1OC=CC1)=O